C1(=CC=C(C=C1)CC(=O)N(CC1CNCC1)C)C1=CC=CC=C1 ([1,1'-Biphenyl]-4-yl)-N-methyl-N-(pyrrolidin-3-ylmethyl)acetamide